C(CCCCCCCCCCCCCCCCCCC)C(CCCCCCCCCCCO)(O)F eicosyl-fluoro-1,12-dodecanediol